N=1C=CN2C1N=CC(=C2)C2=CNC=1N=C(N=CC12)NC1CCC(CC1)(O)C (1r,4r)-4-((5-(imidazo[1,2-a]pyrimidin-6-yl)-7H-pyrrolo[2,3-d]pyrimidin-2-yl)amino)-1-methylcyclohexan-1-ol